O=C(CO[C@@H](C(=O)OC(C)(C)C)C)C tert-butyl (R)-2-(2-oxopropoxy)propanoate